2-fluoro-3-[N-(cyanomethyl)benzamido]benzoyl chloride FC1=C(C(=O)Cl)C=CC=C1N(C(C1=CC=CC=C1)=O)CC#N